N-((1r,4r)-4-(3-(difluoromethoxy)-azetidin-1-yl)cyclohexyl)-3-methyl-1-neopentyl-1H-thieno[2,3-c]pyrazole-5-carboxamide FC(OC1CN(C1)C1CCC(CC1)NC(=O)C1=CC2=C(N(N=C2C)CC(C)(C)C)S1)F